1,4-dimethyl-1,4-butanediamine CC(CCC(N)C)N